(3-(diphenylphosphono)phenyl)boronic acid C1(=CC=CC=C1)OP(=O)(OC1=CC=CC=C1)C=1C=C(C=CC1)B(O)O